F[C@@H]1[C@H](C1)C1=NC(=NO1)C=1C=CC(=C(C1)NC(=O)C1=CN=C2N1C=CC(=C2)COC[C@@H](C)O)C |o1:30| N-[5-[5-[(1R,2S)-2-fluorocyclopropyl]-1,2,4-oxadiazol-3-yl]-2-methyl-phenyl]-7-[[(2R*)-2-hydroxypropoxy]methyl]imidazo[1,2-a]pyridine-3-carboxamide